C(=O)O.N1CC(C1)NC(C1=C(C=C(C=C1)NC=1C=2N(C=CN1)C(=CN2)C=2C(=NN(C2)CC(F)F)C(F)(F)F)CC)=O N-(azetidin-3-yl)-4-((3-(1-(2,2-difluoroethyl)-3-(trifluoromethyl)-1H-pyrazol-4-yl)imidazo[1,2-a]pyrazin-8-yl)amino)-2-ethylbenzamide formate